C(CCC)C1=NC=2C(=C3C(=NC2N)C=C(S3)C3CCN(CC3)CCOCCOCCOC)N1CC1CCNCC1 2-butyl-1-(hexahydropyridin-4-ylmethyl)-7-[1-(2,5,8-trioxadecan-10-yl)hexahydropyridin-4-yl]Thiopheno[3,2-b]imidazolo[4,5-d]pyridin-4-amine